Isobutyl α-Acetoxyisobutyrate C(C)(=O)OC(C(=O)OCC(C)C)(C)C